N1(CCNCC1)C1=NC=2N(C=C1)N=CC2 5-piperazin-1-ylpyrazolo[1,5-a]pyrimidine